2-[3-[4-[3-[2-[[6-(1,3-benzothiazol-2-ylamino)-5-methyl-pyridazin-3-yl]-methyl-amino]-4-carboxy-thiazol-5-yl]propoxy]-3-fluoro-phenyl]prop-2-ynylamino]ethyl-trimethyl-ammonium S1C(=NC2=C1C=CC=C2)NC2=C(C=C(N=N2)N(C=2SC(=C(N2)C(=O)O)CCCOC2=C(C=C(C=C2)C#CCNCC[N+](C)(C)C)F)C)C